2-(benzo[d]thiazol-2-yl)-5-bromo-N,N-dimethylbenzamide S1C(=NC2=C1C=CC=C2)C2=C(C(=O)N(C)C)C=C(C=C2)Br